Pentatriacontane CCCCCCCCCCCCCCCCCCCCCCCCCCCCCCCCCCC